N-[3-bromo-4-(2-morpholinoethoxy)phenyl]-3-(trifluoromethyl)benzamide BrC=1C=C(C=CC1OCCN1CCOCC1)NC(C1=CC(=CC=C1)C(F)(F)F)=O